C1(CC1)N1N=CC2=CC=CC(=C12)CNC(OC(C)(C)C)=O tert-butyl N-[(1-cyclopropylindazol-7-yl)methyl]carbamate